CN(C1=CC=C(C=C1)N)C N,N-dimethyl-para-phenylenediamine